C1(=CC=CC=C1)C1=NC(=NC(=N1)C1=C(C=C(C=C1)OCCCCCC)O)C1=CC=CC=C1 2,6-diphenyl-4-(2-hydroxy-4-hexyloxyphenyl)-1,3,5-triazine